4-{[(1R)-1-[3-amino-5-(trifluoromethyl)phenyl]ethyl]amino}-8-methyl-6-(morpholin-4-yl)-7H,8H-pyrido[2,3-d]pyrimidin-7-one NC=1C=C(C=C(C1)C(F)(F)F)[C@@H](C)NC=1C2=C(N=CN1)N(C(C(=C2)N2CCOCC2)=O)C